decyloxymethylphosphonic acid C(CCCCCCCCC)OCP(O)(O)=O